4-Fluoro-3-glycylbenzonitrile TFA salt OC(=O)C(F)(F)F.FC1=C(C=C(C#N)C=C1)C(CN)=O